4-(4-((tert-butoxycarbonyl)-(ethyl)amino)piperidin-1-yl)-6-fluoro-1H-indazole-7-carboxylic acid C(C)(C)(C)OC(=O)N(C1CCN(CC1)C1=C2C=NNC2=C(C(=C1)F)C(=O)O)CC